(2,2-diethoxyethoxy)piperidine C(C)OC(CON1CCCCC1)OCC